ClC1=NN=C(C=2C1=CSC2)C2=C(C=C(C=C2)C)OC 1-chloro-4-(2-methoxy-4-methylphenyl)thieno[3,4-d]pyridazine